[6-(1,1-Dimethylethyl)-8-fluoro-2,3-dimethyl quinoline-4-yl] acetate C(C)(=O)OC1=C(C(=NC2=C(C=C(C=C12)C(C)(C)C)F)C)C